3-methyl-5-(8-methyl-5,6,7,8-tetrahydro-[1,2,4]triazolo[4,3-a]pyrazin-3-yl)-1,2,4-thiadiazole CC1=NSC(=N1)C1=NN=C2N1CCNC2C